2-(1-(2-cyano-4-(dimethylcarbamoyl)phenyl)-1-phenylpropan-2-yl)-N-(isoxazol-4-yl)-5-methoxy-1-methyl-6-oxo-1,6-dihydropyrimidine-4-carboxamide C(#N)C1=C(C=CC(=C1)C(N(C)C)=O)C(C(C)C=1N(C(C(=C(N1)C(=O)NC=1C=NOC1)OC)=O)C)C1=CC=CC=C1